CCCCCCCCCCCCCCCC(=O)CC(C(=O)CCCCCCCCCCCCCCC)(O)SP(=O)(O)OC[C@@H](CO)O 1,2-Dipalmitoyl-sn-Glycero-3-Phosphothioethanol